ClC1=CC=C2C(=CC=NC2=C1)N1CC(CCC1)CO [1-(7-Chloroquinolin-4-yl)piperidin-3-yl]methanol